(1,3-bis-(2,4,6-trimethylphenyl)-2-imidazolidinylidene)dichloro(phenylmethylene)(triphenylphosphine) CC1=C(C(=CC(=C1)C)C)N1C(N(CC1)C1=C(C=C(C=C1C)C)C)=C1C(C(=C(C=C1)P(C1=CC=CC=C1)(C1=CC=CC=C1)=CC1=CC=CC=C1)Cl)Cl